OC1=CC=C(C=C1)C(C=CC=1C=NC=CC1)=O 1-(4-hydroxyphenyl)-3-(3-pyridyl)-2-propen-1-one